BrC=1C=C2CN(CC2=CC1)C(=O)N(C)C1COCC=2NC(C=3C=C(C(=CC3C21)F)F)=O 5-bromo-N-(8,9-difluoro-6-oxo-1,4,5,6-tetrahydro-2H-pyrano[3,4-c]isoquinolin-1-yl)-N-methylisoindoline-2-carboxamide